(R)-N-((R)-1-(5-ethyl-9-methylimidazo[1,2-c]quinazolin-7-yl)ethyl)-2-methylpropane-2-sulfinamide C(C)C1=NC=2C(=CC(=CC2C=2N1C=CN2)C)[C@@H](C)N[S@](=O)C(C)(C)C